Cl.FC1=CC(=CC2=C1N=C(S2)C2CCNCC2)C=2C=CC=1N(N2)C=C(N1)C 6-[4-fluoro-2-(piperidin-4-yl)-1,3-benzothiazol-6-yl]-2-methylimidazo[1,2-b]pyridazine hydrochloride